2-amino-4-(hydroxymethylphosphinyl)butanoic acid monoammonium salt [NH4+].NC(C(=O)[O-])CCP(=O)CO